2-((dimethylamino)methylene)-5-(4-methoxyphenyl)cyclohexane-1,3-dione CN(C)C=C1C(CC(CC1=O)C1=CC=C(C=C1)OC)=O